1-(2-chloro-5-hydroxyphenyl)-3-((2-(2,6-dioxopiperidin-3-yl)-1-oxoisoindolin-5-yl)methyl)urea ClC1=C(C=C(C=C1)O)NC(=O)NCC=1C=C2CN(C(C2=CC1)=O)C1C(NC(CC1)=O)=O